4-(3,4-Dihydro-2H-1,3-benzoxazin-8-yl)-5-fluoro-2-(3-oxa-8-azabicyclo[3.2.1]oct-8-yl)benzoic acid methyl ester mesylate S(C)(=O)(=O)O.COC(C1=C(C=C(C(=C1)F)C1=CC=CC=2CNCOC21)N2C1COCC2CC1)=O